ClC=1C=C(OCC(=O)OCCCC)C=CC1C=O butyl 2-(3-chloro-4-formylphenoxy)acetate